1,4-bis((trifluoromethoxy)methoxy)-2,6-di-tert-butylbenzene FC(OCOC1=C(C=C(C=C1C(C)(C)C)OCOC(F)(F)F)C(C)(C)C)(F)F